tert-butyl N-(8-bromooctyl)carbamate BrCCCCCCCCNC(OC(C)(C)C)=O